ClC1=C(C=CC(=C1)F)C1=CC(=CC=C1)F 2-chloro-4,3'-difluoro-[1,1'-biphenyl]